BrC=1C=C2C(=NC1)NC(=N2)C2=CC=NN2C 6-bromo-2-(1-methyl-1H-pyrazol-5-yl)-3H-imidazo[4,5-b]pyridine